[Li].C1(O)=CC(O)=CC=C1 resorcinol mono-lithium